[C@@H]1([C@H](O)[C@H](O)[C@@H](O)[C@@H](O1)C)C(C(=O)[O-])(C(CCCCCCCCC)O)C(C(CCCCCCCC)O)=O α-L-Rhamnopyranosyl-β-hydroxydecanoyl-β-hydroxydodecanoat